2-[(4Z)-cyclooct-4-en-1-yl]oxy-6-(fluoromethyl)pyridine C1(CC\C=C/CCC1)OC1=NC(=CC=C1)CF